4-(2-aminopyrimidin-5-yl)-2-hydroxycyclohepta-2,4,6-trien-1-one NC1=NC=C(C=N1)C=1C=C(C(C=CC1)=O)O